FC(COS(=O)(=O)C(C(C(C(F)(F)F)(F)F)(F)F)(F)F)(F)F 2,2,2-trifluoroethyl-1,1,2,2,3,3,4,4,4-nonafluorobutane-1-sulfonate